2,2,2-trifluoroethylbutyrate FC(COC(CCC)=O)(F)F